Bis-(4-hydroxyphenyl)-1-(1-naphthyl)-ethan OC1=CC=C(C=C1)C(C)(C1=CC=CC2=CC=CC=C12)C1=CC=C(C=C1)O